tricyclo[5.2.1.02,6]Decane C12C3CCCC3C(CC1)C2